4-amino-7-[(2R,3R,4S,5R)-3,4-dihydroxy-5-(hydroxymethyl)oxolan-2-yl]pyrrolo[2,3-d]pyrimidine-5-carbonitrile NC=1C2=C(N=CN1)N(C=C2C#N)[C@@H]2O[C@@H]([C@H]([C@H]2O)O)CO